[Se].[Fe] Iron-selenium